2-(4-hydroxyquinoline-6-yl)acetic acid OC1=CC=NC2=CC=C(C=C12)CC(=O)O